N-(1-(1-(2-(Azetidin-1-yl)pyrimidin-5-yl)-2-hydroxyethyl)-1H-pyrazol-4-yl)-6-(3-chloro-6-(difluoromethyl)-2-fluorophenyl)pyrazine-2-carboxamide N1(CCC1)C1=NC=C(C=N1)C(CO)N1N=CC(=C1)NC(=O)C1=NC(=CN=C1)C1=C(C(=CC=C1C(F)F)Cl)F